(2S,3S)-ethyl 3-aminobicyclo[2.2.2]octane-2-carboxylate hydrochloride Cl.N[C@@H]1[C@H](C2CCC1CC2)C(=O)OCC